C(C1=CC(=CC(=C1O)C)CCC)C1=CC(=CC(=C1O)C)CCC 6,6'-methylenebis(4-propyl-2-methylphenol)